4-bromo-7-chloro-2-(methyl-d3)-2H-indazole BrC=1C2=CN(N=C2C(=CC1)Cl)C([2H])([2H])[2H]